ClC=1C(=CC(=NC1)NC1CCOCC1)C1=CC=C2CN(C(C2=C1)=O)[C@@H](C(=O)N[C@H](CO)C1=CC(=CC=C1)OC)C (2R)-2-(6-{5-chloro-2-[(oxacyclohex-4-yl)amino]pyridin-4-yl}-1-oxo-2,3-dihydro-1H-isoindol-2-yl)-N-[(1S)-2-hydroxy-1-(3-methoxyphenyl)ethyl]propionamide